2,2-bis(4-hydroxyphenyl)propanoic acid OC1=CC=C(C=C1)C(C(=O)O)(C)C1=CC=C(C=C1)O